methyl 4-[1-(benzenesulfonyl)-5-(4-fluorophenyl)-6-(4-hydroxytetrahydropyran-4-yl)pyrrolo[2,3-f]indazol-7-yl]benzoate C1(=CC=CC=C1)S(=O)(=O)N1N=CC2=CC3=C(C=C12)C(=C(N3C3=CC=C(C=C3)F)C3(CCOCC3)O)C3=CC=C(C(=O)OC)C=C3